di-(cumyl)methylene(cyclopentadienyl)(2,7-dimethyl-3,6-di-tert-butylfluorenyl)zirconium dichloride [Cl-].[Cl-].C(C)(C)(C1=CC=CC=C1)C(=[Zr+2](C1=C(C(=CC=2C3=CC(=C(C=C3CC12)C)C(C)(C)C)C(C)(C)C)C)C1C=CC=C1)C(C)(C)C1=CC=CC=C1